6-fluoro-3-{1-[4-(2-methyl-2,6-diaza-spiro[3.4]octane-6-carbonyl)-phenyl]-1H-[1,2,3]triazol-4-yl}-1H-quinolin-2-one FC=1C=C2C=C(C(NC2=CC1)=O)C=1N=NN(C1)C1=CC=C(C=C1)C(=O)N1CC2(CN(C2)C)CC1